CC=1SC(=CN1)[C@@](C)(C#C)O (R)-2-(2-methylthiazol-5-yl)but-3-yn-2-ol